O1COC2=C1C=CC(=C2)C(O)(C=2NC1=CC=CC=C1C2C2=CC=CC=C2)C2=C(C=CC=C2)OC (benzo[d][1,3]dioxolan-5-yl)(2-methoxyphenyl)(3-phenyl-1H-indol-2-yl)methanol